2-amino-3-(4-(sulfomethyl)phenyl)propionic acid NC(C(=O)O)CC1=CC=C(C=C1)CS(=O)(=O)O